(E)-N-(2-(3-(hydroxyamino)-3-oxoprop-1-en-1-yl)phenyl)-2-methyl-5-phenylfuran-3-carboxamide ONC(/C=C/C1=C(C=CC=C1)NC(=O)C1=C(OC(=C1)C1=CC=CC=C1)C)=O